5-(tertiary butyl)isophthalic acid C(C)(C)(C)C=1C=C(C=C(C(=O)O)C1)C(=O)O